C(C=C)(=O)N1CC2(CN(C2)C2=CC(=C(C=C2)C=2C=3N(C=C(C2)C=2C=NN(C2)C)N=CC3C#N)Cl)C1 4-(4-(6-propenoyl-2,6-diazaspiro[3.3]heptan-2-yl)-2-chlorophenyl)-6-(1-methyl-1H-pyrazol-4-yl)pyrazolo[1,5-a]pyridine-3-carbonitrile